phospho-phosphorus P(=O)(=O)[P]